N-(3-(dimethylamino)propyl)-3-((2-chlorophenylthio)amino)quinoxaline-2-carboxamide CN(CCCNC(=O)C1=NC2=CC=CC=C2N=C1NSC1=C(C=CC=C1)Cl)C